5-bromo-N-[4-chloro-2-methyl-6-(methylcarbamoyl)phenyl]-2-(3-chloropyridin-2-yl)pyrazole-3-carboxamide BrC=1C=C(N(N1)C1=NC=CC=C1Cl)C(=O)NC1=C(C=C(C=C1C(NC)=O)Cl)C